methyl 2-(4-fluoro-3-(2-(2-(1-oxo-1,3-dihydroisobenzofuran-5-ylamino)ethoxy)ethoxy)phenyl)acetate FC1=C(C=C(C=C1)CC(=O)OC)OCCOCCNC=1C=C2COC(C2=CC1)=O